C(C1=CC=CC=C1)OC1=CC=C(C(=N1)C(O)C1=C(C(=CC=C1Br)C(F)(F)F)Cl)F (6-benzyloxy-3-fluoro-2-pyridyl)-[6-bromo-2-chloro-3-(trifluoromethyl)phenyl]methanol